FC1=CC=C(C=C1)C1(CCC1)C(/C=C/[C@H]1[C@@H](C[C@H]2[C@@H]1CCCC1=C(O2)C=C(C=C1)C(=O)O)O)O (2R,3R,3aR,11aS)-3-{(1E,3ξ)-3-[1-(4-fluorophenyl)cyclobutyl]-3-hydroxy-1-propen-1-yl}-2-hydroxy-1,2,3,3a,4,5,6,11a-octahydrobenzo[b]cyclopenta[g]oxocine-9-carboxylic acid